C1(CC1)C=1N=CN(C1)C1CC2(CN(C2)C(=O)C=2C=NC(=C(C2)C)OCC2(CC2)C)C1 [6-(4-cyclopropylimidazol-1-yl)-2-azaspiro[3.3]heptan-2-yl]-[5-methyl-6-[(1-methylcyclopropyl)methoxy]-3-pyridyl]methanone